3-chloro-N-(3-((1s,3s)-3-(cyanomethyl)-1-(4-methyl-4H-1,2,4-triazol-3-yl)cyclobutyl)phenyl)-7-(((1-methylcyclopropyl)amino)methyl)-1H-pyrrolo[3,2-b]pyridine-5-carboxamide ClC1=CNC=2C1=NC(=CC2CNC2(CC2)C)C(=O)NC2=CC(=CC=C2)C2(CC(C2)CC#N)C2=NN=CN2C